5-bromo-4-hydroxypyrrolo[1,2-b]pyridazine-3-carbonitrile BrC=1C=CN2N=CC(=C(C21)O)C#N